3-(3-benzylsulfanyl-N-methyl-anilino)piperidine-2,6-dione C(C1=CC=CC=C1)SC=1C=C(N(C)C2C(NC(CC2)=O)=O)C=CC1